C(C)(C)N1CCN(CC1)C1=CC=C(C=C1)C=1C=C2C(=NC1)C=C(N2)C2=CC=C(C=C2)S(=O)(=O)C 6-(4-(4-isopropylpiperazin-1-yl)phenyl)-2-(4-(methylsulfonyl)phenyl)-1H-pyrrolo[3,2-b]pyridine